(pyridin-2-yl)-2',4',6',7'-tetrahydrospiro[[1,3]dioxolan-2,5'-indazole]-3'-ol N1=C(C=CC=C1)N1N=C2CCC3(CC2=C1O)OCCO3